C[C@H](CCC(=C)C(C)C)[C@H]1CC[C@@H]2[C@@]1(C[C@H](C3=C2C(=O)C[C@@H]4[C@@]3(CC[C@@H](C4)O)C)O)C The molecule is an ergostanoid that is (5alpha)-ergosta-8,24(28)-diene substituted by hydroxy groups a positions 3 and 11 and an oxo group at position 7 (the 3beta,11alpha stereoisomer). It has been isolated from Aspergillus ochraceus. It has a role as an Aspergillus metabolite. It is a 3beta-hydroxy steroid, an 11alpha-hydroxy steroid, a 7-oxo steroid and an ergostanoid. It derives from a hydride of a 5alpha-ergostane.